[4-(3-morpholinopropan-1-ynyl)phenyl]acetic acid O1CCN(CC1)CC#CC1=CC=C(C=C1)CC(=O)O